9-(piperidin-4-yl)-7,9-dihydro-8H-purin-8-one N1CCC(CC1)N1C2=NC=NC=C2NC1=O